5-((tert-butoxycarbonyl)amino)-3-methylpentyl 4-methylbenzenesulfonate CC1=CC=C(C=C1)S(=O)(=O)OCCC(CCNC(=O)OC(C)(C)C)C